COC1=C(CNC2=NC3=CC=CN=C3C(=C2C(=O)OCC)N2C(CCCC2)CO)C=CC(=C1)OC ethyl 2-((2,4-dimethoxybenzyl) amino)-4-(2-(hydroxymethyl) piperidin-1-yl)-1,5-naphthyridin-3-carboxylate